C1=C(C=CC2=CC=CC=C12)C1=CC(=NN1)C1CN(CC1)C#N 3-(5-(naphthalen-2-yl)-1H-pyrazol-3-yl)pyrrolidine-1-carbonitrile